ClC1=NC(=CC(=C1)C=1C(=NN2C1N=C(C=C2)N[C@H]2CN(C[C@@H]2OC)C)C=2C=C(C#N)C=CC2)C |r| 3-[3-(2-chloro-6-methyl-4-pyridinyl)-5-[[rac-(3s,4s)-4-methoxy-1-methyl-pyrrolidin-3-yl]amino]pyrazolo[1,5-a]pyrimidin-2-yl]benzonitrile